3-(4-(trifluoromethoxy)phenoxy)-6,12-dihydro-7H-chromeno[4,3-b]quinolin-7-one FC(OC1=CC=C(OC2=CC=C3C(=C2)OCC2=C3NC3=CC=CC=C3C2=O)C=C1)(F)F